O=C1NC(CC[C@@H]1N1C(C2=CC=C(C(=C2CC1=O)N1CCCC1)F)=O)=O (3S)-1-(2-(2,6-dioxopiperidin-3-yl)-6-fluoro-1,3-dioxoisoquinolin-5-yl)pyrrolidin